C(C=C)NC(=S)NC1=NC=CC=C1 1-allyl-3-(pyridin-2-yl)thiourea